BrCCCCCCC(C(=O)OC(CCCCCCCC)CCCCCCCC)C 1-octylnonyl 8-bromo-2-methyloctanoate